COC1=C(C(=CC=C1)OC1CCNCC1)C1=CC(=NN1)NC=1N=CC(=NC1)C#N (S)-5-((5-(2-methoxy-6-(piperidin-4-yloxy)phenyl)-1H-pyrazol-3-yl)amino)pyrazine-2-carbonitrile